FC1=C(C(=CC=C1)F)C1=NC=2C(=CNC(C2C(=C1)NC1=NC=C(C=C1)N1CCC(CC1)O)=O)CC 2-(2,6-difluorophenyl)-8-ethyl-4-((5-(4-hydroxypiperidin-1-yl)pyridin-2-yl)amino)-1,6-naphthyridin-5(6H)-one